methyl 4-[4-[2-[[(E)-3-[2-fluoro-4-(trifluoromethyl)phenyl]prop-2-enoyl]amino]acetyl]-3-phenylpiperazin-1-yl]butanoate FC1=C(C=CC(=C1)C(F)(F)F)/C=C/C(=O)NCC(=O)N1C(CN(CC1)CCCC(=O)OC)C1=CC=CC=C1